tert-butyl-aluminum benzoate salt C(C1=CC=CC=C1)(=O)[O-].C(C)(C)(C)[Al+2].C(C1=CC=CC=C1)(=O)[O-]